trifluoromethanesulfonic acid di-tert-butylpyridinium salt C(C)(C)(C)C1=[N+](C=CC=C1)C(C)(C)C.FC(S(=O)(=O)[O-])(F)F